C(C)OC=1C=C(C=O)C=CC1OCCC=C(C=CC1=C(CCCC1(C)C)C)C 3-ethoxy-4-((4-methyl-6-(2,6,6-trimethylcyclohex-1-en-1-yl)hexa-3,5-dien-1-yl)oxy)benzaldehyde